12'-methyl-8'-(methylamino)-1'H-spiro[cyclohexane-1,3'-imidazo[1',5':1,6]pyrido[3,4-b][1,6]naphthyridine]-1',5',11'(2'H,6'H)-trione CC1=C2N(C(C=3NC=4C=C(N=CC4C(C31)=O)NC)=O)C3(NC2=O)CCCCC3